cyclopropyl-(piperazin-1-yl)methanone C1(CC1)C(=O)N1CCNCC1